FC=1C=C(CN2C3CN(CC2C3)C3=NC=C(N=C3)C3=C2C=NC=NC2=CC(=C3)C=3C=NN(C3)C)C=CC1 6-(3-Fluorobenzyl)-3-(5-(7-(1-methyl-1H-pyrazol-4-yl)quinazolin-5-yl)pyrazin-2-yl)-3,6-diazabicyclo[3.1.1]heptane